5-(difluoromethylsulfanyl)-4-methoxy-pyrimidin-2-amine FC(F)SC=1C(=NC(=NC1)N)OC